N-[(1R)-2-amino-1-methyl-ethyl]-5,6-dimethyl-pyrido[4,3-b]carbazole NC[C@@H](C)N1CC=2C(=C(C=3N(C=4C=CC=CC4C3C2)C)C)C=C1